ClCC\C=C\CCCC(OCC)OCC (3E)-1-chloro-8,8-diethoxy-3-octene